1,1,2,2-butanetetraamine C(C(CC)(N)N)(N)N